C(C)OC(=O)C1=CC(=NN1CCNC(=O)OC(C)(C)C)Br 3-bromo-1-(2-((tert-butoxycarbonyl)amino)ethyl)-1H-pyrazole-5-carboxylic acid ethyl ester